[C@@H]12OC[C@@H](N(C1)C1=NC3=CC=C(C=C3C=C1)C=O)C2 2-((1S,4S)-2-oxa-5-azabicyclo[2.2.1]hept-5-yl)quinoline-6-carbaldehyde